COC1=C(N=C2C(=CC=NC2=C1)O)OCCOC 7-Methoxy-6-(2-methoxyethoxy)-1,5-naphthyridin-4-ol